C(C)S1(C(=NC(=C1C(=O)O)C(=O)O)N)CC.CN[C@@H](CSCC=1N=C(SC1)NC(=N)N)C(=O)O methyl-3-(((guanidino-4-thiazolyl)methyl)thio)alanine diethyl-2-aminothiazole-4,5-dicarboxylate